CC1=C(C=CC=C1C(F)(F)F)[C@@H](C)NC=1C2=C(N=CN1)C=NC(=C2)OC2(CCC2)C (R)-N-(1-(2-methyl-3-(trifluoromethyl)phenyl)ethyl)-6-(1-methylcyclobutoxy)pyrido[3,4-d]pyrimidin-4-amine